O(C1=CC=CC=C1)CC1=CNC(O1)=S 5-(phenoxymethyl)oxazole-2(3H)-thione